C(C=C)OC(CCC(NC(C1=CC=CC=C1)(C1=CC=CC=C1)C1=CC=CC=C1)=O)=O 4-oxo-4-(tritylamino)butanoic acid allyl ester